(S)-3-(3-chloro-4-fluorophenyl)-1-(2-hydroxy-1-(1-oxo-1,2-dihydroisoquinolin-4-yl)ethyl)-1-methylurea ClC=1C=C(C=CC1F)NC(N(C)[C@H](CO)C1=CNC(C2=CC=CC=C12)=O)=O